1-[(5-chloro-3-fluoro-2-pyridinyl)methyl]-4-[3-fluoro-5-isobutyl-2-(2H-tetrazol-5-yl)phenyl]piperazine ClC=1C=C(C(=NC1)CN1CCN(CC1)C1=C(C(=CC(=C1)CC(C)C)F)C=1N=NNN1)F